4-(4-chloro-2-methoxyphenyl)-1-(pyridin-3-yl)-1H-pyrazole-3-carboxamide ClC1=CC(=C(C=C1)C=1C(=NN(C1)C=1C=NC=CC1)C(=O)N)OC